CC1=CC2=C(NC(=N2)C(C)=O)C=C1C 1-(5,6-Dimethyl-1H-benzo[d]imidazol-2-yl)ethan-1-on